C(#N)C1(CC1)C1=C2C(=NC(=NC2=C(C=C1S(=O)(=O)N)N1C[C@@H](O[C@H](C1)C)C)C)C=1SC(=NN1)C(F)F (1-cyanocyclopropyl)-4-(5-(difluoromethyl)-1,3,4-thiadiazol-2-yl)-8-((2S,6S)-2,6-dimethylmorpholino)-2-methylquinazoline-6-sulfonamide